4-(4-fluorophenyl)-1-(4-(pyridin-2-yl)pyrimidin-2-yl)piperidin-4-ol FC1=CC=C(C=C1)C1(CCN(CC1)C1=NC=CC(=N1)C1=NC=CC=C1)O